CN([C@]1(CN(CC1)C1=NN(C2=C1C=NC(=C2)NC(C)=O)C2=NC(=NC(=C2)CC)C(C)(C)F)C)C (R)-N-(3-(3-(dimethylamino)-3-methylpyrrolidin-1-yl)-1-(6-ethyl-2-(2-fluoropropan-2-yl)pyrimidin-4-yl)-1H-pyrazolo[4,3-c]pyridin-6-yl)acetamide